OCCN(CCCNC(OCC[Si](C)(C)C)=O)CCCCCCCC(=O)OCCCCCCCCC nonyl 11-(2-hydroxyethyl)-2,2-dimethyl-6-oxo-5-oxa-7,11-diaza-2-silanonadecan-19-oate